CN1N=C(C2=CC=CC(=C12)N1CC2(CCC1)CNCCC2)C2C(NC(CC2)=O)=O 3-(1-methyl-7-(2,8-diazaspiro[5.5]undec-2-yl)-1H-indazol-3-yl)piperidine-2,6-dione